C1(CC1)NC(C1=C(C=C(C=C1OC)C1=CN=C2N1C=CC(=C2)OCC(C)(C)C)OC(F)F)=O N-cyclopropyl-2-(difluoromethoxy)-4-[7-(2,2-dimethylpropoxy)imidazo[1,2-a]pyridin-3-yl]-6-methoxy-benzamide